1-(2-(dimethylamino)ethyl)-1,3-dihydro-2H-benzo[d]imidazol-2-one CN(CCN1C(NC2=C1C=CC=C2)=O)C